COC1=C(C=CC=C1)C1=C(C=NC(=C1)C)C(=O)NC=1SC2=C(N1)CN(C2)C(=O)C=2C(N(C=CC2)C)=O 4-(2-methoxyphenyl)-6-methyl-N-[5-(1-methyl-2-oxo-1,2-dihydropyridine-3-carbonyl)-4H,5H,6H-pyrrolo[3,4-d][1,3]thiazol-2-yl]pyridine-3-carboxamide